NC1=C(C=C(C=N1)NC(C(N1[C@H](CC[C@@H](C1)C)C1=CC(=C(C=C1)N1CCN(CC1)C)Cl)=O)=O)CC |r| N-(6-Amino-5-ethyl-3-pyridyl)-2-oxo-2-[rac-(2R,5S)-2-[3-chloro-4-(4-methylpiperazin-1-yl)phenyl]-5-methyl-1-piperidyl]acetamide